C(C)(C)(C)OC(=O)N1[C@@H](CC(C1)O)C(=O)OCC1=CC=CC=C1 O2-benzyl-(2S)-4-hydroxypyrrolidine-1,2-dicarboxylic acid O1-tert-butyl ester